[Na].N1N=CC(=C1)C=CC1=CN=C(C(=N1)CO)N1CCC2(CC1)C(C1=CC=CC=C1C2)N (6-(2-(1H-pyrazol-4-yl)vinyl)-3-(1-amino-1,3-dihydrospiro[indene-2,4'-piperidin]-1'-yl)pyrazin-2-yl)methanol Sodium